2-(6-((3aR,6aS)-5-methylhexahydropyrrolo[3,4-c]pyrrol-2(1H)-yl)pyridazin-3-yl)-5-(1H-pyrazol-4-yl)phenol CN1C[C@@H]2[C@H](C1)CN(C2)C2=CC=C(N=N2)C2=C(C=C(C=C2)C=2C=NNC2)O